diethyl 2,5-thiophenedicarboxylate S1C(=CC=C1C(=O)OCC)C(=O)OCC